C=1(C(=CC=CC1)C(=O)OCC=C)C=1C(=CC=CC1)C(=O)OCC=C diallyl 2,2'-biphenyldicarboxylate